Methyl 5-acetyl-2-cyclopropyl-4-(7-(cyclopropylcarbamoyl)benzo[b]thiophen-3-yl)-6-methyl-1,4-dihydropyridine-3-carboxylate C(C)(=O)C=1C(C(=C(NC1C)C1CC1)C(=O)OC)C=1C2=C(SC1)C(=CC=C2)C(NC2CC2)=O